(1R,5S)-3-oxa-6-azabicyclo[3.1.1]heptane hydrochloride Cl.[C@@H]12COC[C@@H](N1)C2